N-[1-(4-Chloro-3-cyano-1H-indol-7-yl)piperidin-4-yl]-2-cyano-4-[4-({4-[4-(2,4-dioxo-1,3-diazinan-1-yl)-1H-indol-1-yl]piperidin-1-yl}methyl)piperidin-1-yl]benzamide ClC1=C2C(=CNC2=C(C=C1)N1CCC(CC1)NC(C1=C(C=C(C=C1)N1CCC(CC1)CN1CCC(CC1)N1C=CC2=C(C=CC=C12)N1C(NC(CC1)=O)=O)C#N)=O)C#N